NC[C@]1(N(C[C@H](C1)O[Si](C)(C)C(C)(C)C)C(=O)OC(C)(C)C)CCC1=CC=CC=C1 (2S,4S)-tert-butyl 2-(aminomethyl)-4-((tert-butyldimethylsilyl)oxy)-2-phenethylpyrrolidine-1-carboxylate